p-Propenylanisole C/C=C/C1=CC=C(C=C1)OC